BrCCOC=1C=C(C=CC1)C[C@@H](C(=O)OC(C)(C)C)[C@H]1CN(CC1)C(=O)OC(C)(C)C tert-butyl (S)-3-((R)-3-(3-(2-bromoethoxy)phenyl)-1-(tert-butoxy)-1-oxopropane-2-yl)pyrrolidine-1-carboxylate